ClC1=C(C(=CC=C1)Cl)O 2,6-Dichlorophenol